3-chloro-1-(furan-3-yl)propan-1-ol ClCCC(O)C1=COC=C1